ClC1=C(C(=CC=C1Cl)OC)[C@H]1C[C@@H]2N(C(C(CN(C2)C(COC)=O)C)=O)C1 (8R,9aS)-8-(2,3-dichloro-6-methoxyphenyl)-2-(2-methoxyacetyl)-4-methyl-hexahydro-1H-pyrrolo[1,2-a][1,4]diazepin-5-one